COC1=CC=C2C=CNC2=C1OC 6,7-dimethoxy-1H-indole